3-methyl-phenyl-N-(2-propynyl)benzenesulfonamide CC=1C=C(C=CC1)C1=C(C=CC=C1)S(=O)(=O)NCC#C